2-bromo-5-(1-(tert-butoxycarbonyl)-1,2,3,6-tetrahydropyridin-4-yl)-3-isopropyl-6-methyl-1H-indole-1-carboxylic acid tert-butyl ester C(C)(C)(C)OC(=O)N1C(=C(C2=CC(=C(C=C12)C)C=1CCN(CC1)C(=O)OC(C)(C)C)C(C)C)Br